C1(CCCCC1)C[C@@H](C(=O)N[C@H](C(O)P(=O)(OCC)OCC)CCC(N1CC(NCC1)C1=CC=CC=C1)=O)NC(OCC1=CC(=CC=C1)Cl)=O 3-chlorobenzyl ((2S)-3-cyclohexyl-1-(((2S)-1-(diethoxyphosphoryl)-1-hydroxy-5-oxo-5-(3-phenylpiperazin-1-yl)pentan-2-yl)amino)-1-oxopropan-2-yl)carbamate